COC=1C=C(CCNC(=O)C2=NC(=CN=C2)C2=C(C=C(C=C2)OCC)F)C=C(C1)OC N-(3,5-dimethoxyphenethyl)-6-(4-ethoxy-2-fluorophenyl)pyrazine-2-carboxamide